ethyl 2-(2-chloropyridin-4-yl)-3-methylbutanoate ClC1=NC=CC(=C1)C(C(=O)OCC)C(C)C